methyl (S,E)-(7-(dimethylamino)-1-((1-((4-fluoro-7-isobutyl-1H-pyrrolo[2,3-c]pyridin-2-yl)methyl)-6-methyl-2-oxo-1,2-dihydropyridin-3-yl)amino)-1,7-dioxohept-5-en-2-yl)carbamate CN(C(/C=C/CC[C@@H](C(=O)NC=1C(N(C(=CC1)C)CC1=CC=2C(=C(N=CC2F)CC(C)C)N1)=O)NC(OC)=O)=O)C